C1(=CC=CC=C1)C1=NC(=NC(=N1)C1=CC=CC=C1)C=1C=C(C=C(C1)N1C2=CC=C(C=C2C=2C=C(C=CC12)C1=CC=CC2=C1OC1=C2C=CC=C1)C1=CC=CC2=C1OC1=C2C=CC=C1)N1C2=CC=C(C=C2C=2C=C(C=CC12)C1=CC=CC2=C1OC1=C2C=CC=C1)C1=CC=CC2=C1OC1=C2C=CC=C1 9,9'-(5-(4,6-diphenyl-1,3,5-triazin-2-yl)-1,3-phenylene)bis(3,6-bis(dibenzo[b,d]furan-4-yl)-9H-carbazole)